4-(2-(6-(1-((Cyclobutylmethyl)amino)ethyl)-1-oxoisoindolin-2-yl)-6-cyclopropylpyridin-4-yl)-3-(4-methyl-4H-1,2,4-triazol-3-yl)benzonitrile C1(CCC1)CNC(C)C1=CC=C2CN(C(C2=C1)=O)C1=NC(=CC(=C1)C1=C(C=C(C#N)C=C1)C1=NN=CN1C)C1CC1